7-methyl-5-(4,4,5,5-tetramethyl-1,3,2-dioxaborolan-2-yl)-1-((2-(trimethylsilyl)ethoxy)methyl)-1H-indazole CC=1C=C(C=C2C=NN(C12)COCC[Si](C)(C)C)B1OC(C(O1)(C)C)(C)C